(4-trifluoromethylphenyl)porphyrin (S)-methyl-2-(7-chloro-3-cyclopropyl-2-oxo-5-phenyl-2,3-dihydro-1H-benzo[e][1,4]diazepin-1-yl)acetate C[C@@H](C(=O)O)N1C(C(N=C(C2=C1C=CC(=C2)Cl)C2=CC=CC=C2)C2CC2)=O.FC(C2=CC=C(C=C2)C2=C1NC(=C2)C=C2C=CC(=N2)C=C2C=CC(N2)=CC=2C=CC(N2)=C1)(F)F